N1C(=NC2=NC=CC=C21)N[C@@H]2C[C@H](CC2)NC2=CC=C(C=N2)N2N=CC=CC2=O 2-(6-(((1S,3S)-3-((1H-Imidazo[4,5-b]pyridin-2-yl)amino)cyclopentyl)amino)pyridin-3-yl)pyridazin-3(2H)-one